(2S)-1-[2-[1-[(4-methylphenyl)methyl]-5-oxopyrrolidin-2-yl]acetyl]pyrrolidin-2-carboxylic acid CC1=CC=C(C=C1)CN1C(CCC1=O)CC(=O)N1[C@@H](CCC1)C(=O)O